ClC=1C(=NC(=NC1)NC1=NN(C(=C1)C)C)C1=CNC2=C(C=CC=C12)NC(CN1C[C@H](CC1)OC1=CC=NC=C1)=O (S)-N-(3-(5-chloro-2-((1,5-dimethyl-1H-pyrazol-3-yl)amino)pyrimidin-4-yl)-1H-indol-7-yl)-2-(3-(pyridin-4-yloxy)pyrrolidin-1-yl)acetamide